(6Ar)-3-ethyl-6,6,9-trimethyl-6a,7,10,10a-tetrahydrobenzo[c]chromen-1-ol C(C)C=1C=C(C=2C3[C@H](C(OC2C1)(C)C)CC=C(C3)C)O